O=C1[C@H]2N(C3=C(N1)C=C(C=N3)C(F)(F)F)CCN(C2)C(=O)OC(C)(C)C T-butyl (S)-6-oxo-3-(trifluoromethyl)-5,6,6a,7,9,10-hexahydro-8H-pyrazino[1,2-a]pyrido[3,2-e]pyrazin-8-carboxylate